FC(C=1N=CC=2N(C1)C(=CN2)C2=NC=CC(=N2)N2C(C(CCC2)C)C)F 6-(difluoromethyl)-3-(4-(2,3-dimethylpiperidin-1-yl)pyrimidin-2-yl)imidazo[1,2-a]pyrazine